FC1=C2CN(C(C2=CC=C1C1=CC(=C2C(=N1)C(=NN2)NC(C)C)CN2CC1C(C2)COC1)=O)C1C(NC(CC1)=O)=O 3-(4-fluoro-5-(3-(isopropylamino)-7-((tetrahydro-1H-furo[3,4-c]pyrrol-5(3H)-yl)methyl)-1H-pyrazolo[4,3-b]pyridin-5-yl)-1-oxoisoindolin-2-yl)piperidine-2,6-dione